[O-]S(=O)(=O)C(F)(F)F.C1(=CC=CC=C1)C(=C[S+]1CCCC1)C1=CC(=CC=C1)Br 1-(2-phenyl-2-(3-bromophenyl)vinyl)tetrahydro-1H-thiophen-1-ium triflate